2,7-bis(3,5-dimethoxyphenyl)-9H-carbazole COC=1C=C(C=C(C1)OC)C1=CC=2NC3=CC(=CC=C3C2C=C1)C1=CC(=CC(=C1)OC)OC